3-chloro-5-(4-fluorobenzyl)-1,2,4-thiadiazole ClC1=NSC(=N1)CC1=CC=C(C=C1)F